C(=O)O.C(=O)O.C(=O)O.FC1CC(C1)NC=1N=CC2=C(N(C(C=3C=C(C=CC23)N2CC3(C2)CN(C3)C)=O)[C@@H]3CC[C@H](CC3)O)N1 trans-3-((3-Fluorocyclobutyl)amino)-5-(4-hydroxycyclohexyl)-8-(6-methyl-2,6-diazaspiro[3.3]heptan-2-yl)pyrimido[4,5-c]isoquinolin-6(5H)-one triformic acid salt